CN1NC(=CC(=N1)C)C=C 2,4-dimethyl-6-triazinylethylene